C(C=C)(=O)N1CC(N(CC1)C1=CC=C(O1)CCC(=O)NCCCCCNC(C1=CC(=CC=C1)C1=NC(=CC=C1C)NC(=O)C1(CC1)C1=CC2=C(OC(O2)(F)F)C=C1)=O)=O N-(5-(3-(5-(4-acryloyl-2-oxopiperazin-1-yl)furan-2-yl)propanamido)pentyl)-3-(6-(1-(2,2-difluorobenzo[d][1,3]dioxol-5-yl)cyclopropane-1-carboxamido)-3-methylpyridin-2-yl)benzamide